C(C)(C)(C)OC(=O)N1CCC(CC1)N(C=1C=NC2=CC=CC=C2C1)CC 4-(Ethyl-(quinolin-3-yl)amino)piperidine-1-carboxylic acid tert-butyl ester